tert-butyl 3-(1-ethyl-4-fluoro-6-oxo-2-(trifluoromethyl)-1,6-dihydrochromeno[7,8-d]imidazol-8-yl)pyrrolidine-1-carboxylate C(C)N1C(=NC2=C1C=1OC(=CC(C1C=C2F)=O)C2CN(CC2)C(=O)OC(C)(C)C)C(F)(F)F